N-[5-[4-[[(2S,3R)-3-ethyl-1-methyl-azetidin-2-yl]methoxy]-2-methyl-pyrazol-3-yl]pyrazolo[1,5-a]pyridin-2-yl]cyclopropanecarboxamide C(C)[C@H]1[C@H](N(C1)C)COC1=C(N(N=C1)C)C1=CC=2N(C=C1)N=C(C2)NC(=O)C2CC2